CC=1C=CC2=C(N(C(N2)=O)C2CCNCC2)C1 6-methyl-1-(piperidin-4-yl)-1H-benzo[d]Imidazol-2(3H)-one